CC(C(/C(/C(=O)O)=C/N(C)C)=O)C(=O)O (Z)-methyl-2-((dimethylamino)methylene)-3-oxoglutaric acid